hexadecyl-dimethyl-silicon C(CCCCCCCCCCCCCCC)[Si](C)C